C(C)(C)(C)OC(=O)N1CCN(CC1)CC1CCN(CC1)C1=C(C=C(C(=C1)OC)[N+](=O)[O-])C=1C=NN(C1)CC 4-((1-(2-(1-ethyl-1H-pyrazol-4-yl)-5-methoxy-4-nitrophenyl)piperidin-4-yl)methyl)piperazine-1-carboxylic acid tert-butyl ester